CNC(=O)C1C=CC(C(N1)C1=NC=CC=C1)C N,3-dimethyl-1,2,3,6-tetrahydrobipyridine-6-carboxamide